C(C)OP(OCC)(=O)C(F)F.[Br] bromine difluoromethyl-phosphonic acid diethyl ester